5-METHYL-2-INDANMETHANOL CC=1C=C2CC(CC2=CC1)CO